N-(3-(3,3,3-trifluoro-2-hydroxy-2-methylpropyl)-1,2,4-thiadiazol-5-yl)-4-(3-cyanophenyl)furan-2-carboxamide FC(C(CC1=NSC(=N1)NC(=O)C=1OC=C(C1)C1=CC(=CC=C1)C#N)(C)O)(F)F